diethyl 2-(((3ar,5r,6ar)-6-acetoxy-6-ethynyl-2,2-dimethyltetrahydro-furo[2,3-d][1,3]-dioxol-5-yl) methoxy)-2-allylmalonate C(C)(=O)OC1([C@H](O[C@@H]2OC(O[C@@H]21)(C)C)COC(C(=O)OCC)(C(=O)OCC)CC=C)C#C